C(=O)C=1C=CC(=NC1OC)C1=C(C(=CC=C1)C1=C(C(=CC=C1)NC=1C2=C(N=C(N1)C)C=CC=N2)C)C#N 3-(5-formyl-6-methoxypyridin-2-yl)-2'-methyl-3'-((2-methylpyrido[3,2-d]pyrimidin-4-yl)amino)-[1,1'-biphenyl]-2-carbonitrile